BrC1=CC=C(C=C1)CCOC(=O)SC(=O)OCCC1=CC=C(C=C1)Br Alpha-(4-bromophenyl)-beta-ethoxycarbonyl sulfide